2,4,6-triethenyl-2,4,6-trimethylcyclotrisiloxane C(=C)[Si]1(O[Si](O[Si](O1)(C)C=C)(C)C=C)C